3-chloro-7-((2R,4R)-2-(1-cyclopropyl-1H-pyrazol-4-yl)tetrahydro-2H-pyran-4-yl)-9-(2-fluoro-4-methoxyphenyl)-2-methyl-4H-pyrazino[1,2-a]pyrimidin-4-one ClC1=C(N=C2N(C1=O)C=C(N=C2C2=C(C=C(C=C2)OC)F)[C@H]2C[C@@H](OCC2)C=2C=NN(C2)C2CC2)C